COC1=CC=2N=CN=C(C2N=C1NCC1=CC=C(C=C1)OC)C=1C(=NN(C1)C1OCCN1)C1=CC=CC=C1 7-methoxy-N-[(4-methoxyphenyl)methyl]-4-[1-(oxazolidin-2-yl)-3-phenyl-1H-pyrazol-4-yl]pyrido[3,2-d]pyrimidin-6-amine